BrC1=CC(=C(C=O)C(=C1)C(F)(F)F)[N+](=O)[O-] 4-bromo-2-nitro-6-(trifluoromethyl)benzaldehyde